CS(=O)(=O)N1CCN(CC1)C1=CC=C(C=N1)NC1=NC=CC(=N1)C1=CN=C2N1C=C(C=C2)C=2C=NC=NC2 N-(6-(4-(methylsulfonyl)piperazin-1-yl)pyridin-3-yl)-4-(6-(pyrimidin-5-yl)imidazo[1,2-a]Pyridin-3-yl)pyrimidin-2-amine